CC1=CC(=NN1C1CCN(CC1)CCN1CCOCC1)C1=CC=C(C=C1)OC(F)(F)F 4-[2-[4-[5-methyl-3-[4-(trifluoromethoxy)phenyl]pyrazol-1-yl]-1-piperidyl]ethyl]morpholine